N1(N=CN=C1)C(=O)N1CC2(C1)CC(CC2)N2N=C(C(=C2N)C(=O)N)C2=CC=C(C=C2)OC2=CC=CC=C2 1-(2-(1H-1,2,4-triazole-1-carbonyl)-2-azaspiro[3.4]octan-6-yl)-5-amino-3-(4-phenoxyphenyl)-1H-pyrazole-4-carboxamide